tert-butyl (R)-5-(3-((1-((5-amino-2-fluorobenzyl)sulfonyl)-2,2-dimethylpiperidin-4-yl)amino)phenyl)-4-chloro-3-(2-ethoxy-2-oxoethoxy)thiophene-2-carboxylate NC=1C=CC(=C(CS(=O)(=O)N2C(C[C@@H](CC2)NC=2C=C(C=CC2)C2=C(C(=C(S2)C(=O)OC(C)(C)C)OCC(=O)OCC)Cl)(C)C)C1)F